FC=1C=C2C(=CC=NC2=CC1)C1CCC(CC1)[C@H](C(=O)N1C(OC[C@H]1C1=CC=CC=C1)=O)C (R)-3-((R)-2-((1s,4s)-4-(6-fluoroquinolin-4-yl)cyclohexyl)propionyl)-4-phenyloxazolidin-2-one